(2R)-3-(3-bromophenyl)-2-hydroxypropionic acid BrC=1C=C(C=CC1)C[C@H](C(=O)O)O